C(CCC=CC(=O)N)C=CC(=O)N (propane-1,3-diyl)bisacrylamide